C2,4,6-tris(4-aminophenyl)-1,3,5-triazine NC1=CC=C(C=C1)C1=NC(=NC(=N1)C1=CC=C(C=C1)N)C1=CC=C(C=C1)N